NC1CN(CCC1)C=1C=CC(=C2C(=CNC12)C#N)Cl 7-(3-Aminopiperidin-1-yl)-4-chloro-1H-indole-3-carbonitrile